CC1=CC(=NN1C=1C=C2C=CN(C2=CC1)CC1=CC=C(C=C1)C1=CCC2(CN(C2)C)CC1)C(=O)N 5-Methyl-1-(1-(4-(2-methyl-2-azaspiro[3.5]non-6-en-7-yl)benzyl)-1H-indol-5-yl)-1H-pyrazol-3-carboxamid